CC(=CCC/C(=C/C=C/C(=C/C=C/C=C(\\C)/C=C/C=C(\\C)/C=C/C=C(\\C)/C(=O)O)/C)/C)C The molecule is an apo carotenoid triterpenoid that is 4,4'-diapolycopene in which one of the terminal methyl groups has been oxidised to the corresponding carboxylic acid. It has a role as a bacterial metabolite. It is an apo carotenoid triterpenoid, an alpha,beta-unsaturated monocarboxylic acid and an olefinic compound. It is a conjugate acid of a 4,4'-diaponeurosporenoate. It derives from a hydride of a 4,4'-diapolycopene.